2-bromo-3,4-diaminopyridine BrC1=NC=CC(=C1N)N